tert-butyl (S)-(1-(1-(2-methyl-2H-indazol-5-yl)-1H-pyrazol-3-yl)but-3-en-1-yl)carbamate CN1N=C2C=CC(=CC2=C1)N1N=C(C=C1)[C@H](CC=C)NC(OC(C)(C)C)=O